NC1=CC=CC(=N1)CC1=NN2C(=NC(=C(C2=N1)C=1C=CC=2N(C1)C=CN2)C2=CC=C(C=C2)F)N 2-((6-aminopyridin-2-yl)methyl)-7-(4-fluorophenyl)-8-(imidazo[1,2-a]pyridin-6-yl)-[1,2,4]triazolo[1,5-c]pyrimidin-5-amine